ClC=1C2=C(N=CN1)N(C(=C2)Cl)C2=CC=C(C=C2)C2N(C1C(OC2)CCCC1)C(=O)OC(C)(C)C tert-butyl 3-(4-(4,6-dichloro-7H-pyrrolo[2,3-d]pyrimidin-7-yl)phenyl)octahydro-4H-benzo[b][1,4]oxazine-4-carboxylate